(4,5,6,7-tetrahydro-1H-pyrazolo[3,4-c]pyridin-3-yl)methanone tri-n-octylphosphate C(CCCCCCC)OP(=O)(OCCCCCCCC)OCCCCCCCC.N1N=C(C2=C1CNCC2)C=O